4-(6-fluoro-7-(N-(1-methylcyclopropyl)sulfamoyl)-9H-pyrimido[4,5-b]indol-4-yl)-N,N-dimethyl-3,6-dihydropyridine-1(2H)-carboxamide FC=1C=C2C3=C(NC2=CC1S(NC1(CC1)C)(=O)=O)N=CN=C3C=3CCN(CC3)C(=O)N(C)C